C(CC\C=C/CCCCC)C(C#N)CCC\C=C/CCCCC (6Z)-2-[(4Z)-dec-4-en-1-yl]dodeca-6-enenitrile